C(C)OC(CN1C2=C(C(C(=C1CC)N1CCN(CC1)C(=O)OC(C)(C)C)=O)SC(=N2)C2=CC(=NC=C2)OC)=O tert-butyl 4-(4-(2-ethoxy-2-oxoethyl)-5-ethyl-2-(2-methoxypyridin-4-yl)-7-oxo-4,7-dihydrothiazolo[4,5-b]pyridin-6-yl)piperazine-1-carboxylate